6-(2,4-Difluoro-3-methyl-phenyl)-1-(pyridazin-3-ylmethyl)pyrazolo[4,3-b]pyridine trifluoroacetate salt FC(C(=O)O)(F)F.FC1=C(C=CC(=C1C)F)C=1C=C2C(=NC1)C=NN2CC=2N=NC=CC2